C1(=CC=C(C=C1)/C=C/C(=O)OC1=CC=CC2=CC=CC(=C12)OC(C=CC1=CC=C(C=C1)C)=O)C naphthalene-1,8-diyl (2E,2'E)-bis(3-(p-tolyl)acrylate)